1-(2-Amino-2-methyl-propyl)-N-(4-chloro-3-cyano-1H-indol-7-yl)pyrazol-4-sulfonamid NC(CN1N=CC(=C1)S(=O)(=O)NC=1C=CC(=C2C(=CNC12)C#N)Cl)(C)C